[O-]S(=O)(=O)C(F)(F)F.C(CCCCCCCCCC)[N+]1=CC(=CC=C1)CCC 1-Undecyl-3-propylpyridinium triflat